N-(4-cyano-2-fluorophenyl)-6-(trifluoromethyl)-1H-indole-3-sulfonamide C(#N)C1=CC(=C(C=C1)NS(=O)(=O)C1=CNC2=CC(=CC=C12)C(F)(F)F)F